COC(=O)N1CC(N(CC1)C(CC1=CC(=C(C=C1)Cl)Cl)=O)CN1CCCC1 methyl-4-[3,4-dichlorophenyl-acetyl]-3-(1-pyrrolidinylmethyl)-1-piperazinecarboxylate